C1=CC(=CC=C1C(=O)NN)O p-hydroxybenzoic acid hydrazide